1-(5-bromo-3-pyridyl)-N-[(1R)-1-[2-fluoro-3-[1-(hydroxymethyl)cyclopropyl]phenyl]ethyl]-6-oxo-pyridazine-3-carboxamide BrC=1C=C(C=NC1)N1N=C(C=CC1=O)C(=O)N[C@H](C)C1=C(C(=CC=C1)C1(CC1)CO)F